N-(1-acetyl-3-(difluoromethyl)azetidin-3-yl)-2-methylpropan-2-sulfinamide C(C)(=O)N1CC(C1)(C(F)F)NS(=O)C(C)(C)C